C(CCCCCCCCCCC)N1CC=CC=C1 1-N-dodecylpyridin